ethyl 3-(2-chloro-3-nitro-4-pyridyl)-2-hydroxy-prop-2-enoate ClC1=NC=CC(=C1[N+](=O)[O-])C=C(C(=O)OCC)O